C1(=CC=C(C=C1)C1=NC2=C(CO1)C=CC=C2)C2=NC1=C(CO2)C=CC=C1 2,2'-(1,4-phenylene)bis(4H-3,1-benzoxazine)